N-(1-methylcyclopropyl)-8-(4-(tetrahydro-2H-pyran-4-carbonyl)piperazin-1-yl)-3-(5-(trifluoromethyl)-1,3,4-thiadiazol-2-yl)imidazo[1,5-a]pyridine-6-sulfonamide CC1(CC1)NS(=O)(=O)C=1C=C(C=2N(C1)C(=NC2)C=2SC(=NN2)C(F)(F)F)N2CCN(CC2)C(=O)C2CCOCC2